ClC=1C(=C(C=CC1)NC1=C(NC2=C1C(NCC2)=O)C2=C(C=NC=C2)C#C[C@H]2N(CC2(C)C)C(C=C)=O)OC 3-[(3-chloro-2-methoxyphenyl)amino]-2-(3-{2-[(2R)-3,3-dimethyl-1-(prop-2-enoyl)azetidin-2-yl]ethynyl}pyridin-4-yl)-1H,5H,6H,7H-pyrrolo[3,2-c]pyridin-4-one